ClC1=CC=C2C=CC=C(C2=C1)OCCCN1CCOCC1 4-(3-((7-chloronaphthalen-1-yl)oxy)propyl)morpholine